(E)-3-[3-(Benzotriazol-2-yl)-4-hydroxyphenyl]-1-[4-(dimethylamino)phenyl]prop-2-en-1-one N=1N(N=C2C1C=CC=C2)C=2C=C(C=CC2O)/C=C/C(=O)C2=CC=C(C=C2)N(C)C